perfluoroethyl-sulfonic acid FC(C(F)(F)F)(S(=O)(=O)O)F